C1=CC(=C(C(=C1CNNC(=O)C(CO)[NH3+])O)O)O The molecule is an ammonium ion resulting from the protonation of the primary amino group of benserazide. It is a conjugate acid of a benserazide.